COC1=C(C=C(C=N1)C(C(CN1CCN(CC1)C1=NC=C(C=N1)C(F)(F)F)=O)C)C(F)(F)F 3-(6-methoxy-5-(trifluoromethyl)pyridin-3-yl)-1-(4-(5-(trifluoromethyl)pyrimidin-2-yl)piperazin-1-yl)butanone